C(#N)N=C(NCCCCCCC1CN(CC1)C(C1=CC=CC=C1)=O)NC=1C=NC=CC1 2-cyano-1-(6-((1-benzoyl)pyrrolidine-3-yl)hexyl)-3-(3-pyridinyl)guanidine